C(C)(C)(C)OC(C=C1[C@@H]2C=C(C[C@@H]2C1)CC)=O (1R,5S)-3-ethylbicyclo[3.2.0]hept-3-ene-6-ylideneacetic acid tert-butyl ester